N,N'-dioctylhexylmalonamide C(CCCCCCC)NC(C(C(=O)NCCCCCCCC)CCCCCC)=O